O1CCC(CC1)NC(=O)N1CC2(CCN3N=C(C=C32)C=3C=NC2=CC=CC=C2C3)C1 N-(oxan-4-yl)-2'-(quinolin-3-yl)-5',6'-dihydrospiro[azetidine-3,4'-pyrrolo[1,2-b]pyrazole]-1-carboxamide